BrC1=CC=C(C=C1)C1=C(C(C=2C=NC=3C=CC=CC3C21)=O)C(F)(F)F 1-(4-bromophenyl)-2-(trifluoromethyl)-3H-cyclopenta[c]quinolin-3-one